(-)-3-cyclopropyl-N-{2-[3,5-difluoro-6-(4-fluorophenyl)-4-(2-hydroxypropan-2-yl)pyridin-2-yl]-3,3,3-trifluoro-2-hydroxypropyl}-8-methoxyquinoline-6-carboxamide C1(CC1)C=1C=NC2=C(C=C(C=C2C1)C(=O)NCC(C(F)(F)F)(O)C1=NC(=C(C(=C1F)C(C)(C)O)F)C1=CC=C(C=C1)F)OC